6-(isothiazol-4-ylamino)-3-methoxy-N-spiro[3.4]octan-3-yl-pyridine-2-carboxamide S1N=CC(=C1)NC1=CC=C(C(=N1)C(=O)NC1CCC12CCCC2)OC